tert-butyl 2-bromo-6,6-dimethyl-3-phenyl-6,7-dihydropyrazolo[1,5-a]pyrazine-5(4H)-carboxylate BrC1=NN2C(CN(C(C2)(C)C)C(=O)OC(C)(C)C)=C1C1=CC=CC=C1